1-((6-methylpyridin-2-yl)methyl)-1H-1,2,4-triazole-3-carboxamide CC1=CC=CC(=N1)CN1N=C(N=C1)C(=O)N